2,6-diisopropyl-benzene nitrogen [N].C(C)(C)C1=CC(=CC=C1)C(C)C